5-((2-(2-cyano-4-fluorophenyl)-5-oxa-2-azaspiro[3.4]octan-7-yl)oxy)-2'-ethoxy-N-((R)-1-methylpyrrolidin-3-yl)-[2,3'-bipyridine]-6-carboxamide C(#N)C1=C(C=CC(=C1)F)N1CC2(C1)OCC(C2)OC=2C=CC(=NC2C(=O)N[C@H]2CN(CC2)C)C=2C(=NC=CC2)OCC